5-[(6R)-6-(1-cyclopropylpyrazol-4-yl)-3,6-dihydro-2H-pyran-4-yl]-7-[4-(difluoromethyl)-2-fluoro-phenyl]-N,N-dimethyl-thiazolo[4,5-d]pyrimidin-2-amine C1(CC1)N1N=CC(=C1)[C@H]1C=C(CCO1)C=1N=C(C2=C(N1)N=C(S2)N(C)C)C2=C(C=C(C=C2)C(F)F)F